Benzylpyrrole C(C1=CC=CC=C1)C=1NC=CC1